hexamethylenedistearamide C(CCCCCCCCCCCCCCCCCCCCCCCCCCCCCCCCCCCCCCCCC(=O)N)(=O)N